5-ethynyl-6-fluoro-4-(8-fluoro-2-(((2R,7aS)-2-fluorotetrahydro-1H-pyrrolizin-7a(5H)-yl)methoxy)-4-(1,4-oxazepan-4-yl)pyrido[4,3-d]pyrimidin-7-yl)naphthalen-2-yl ethylcarbamate C(C)NC(OC1=CC2=CC=C(C(=C2C(=C1)C1=C(C=2N=C(N=C(C2C=N1)N1CCOCCC1)OC[C@]12CCCN2C[C@@H](C1)F)F)C#C)F)=O